OP(O)OP(O)O.C(CCCCCCCCCCCCCCCCC)C(O)(C(CO)(CO)CO)CCCCCCCCCCCCCCCCCC di-octadecyl-pentaerythritol diphosphite